C(C)(C)(C)OC(=O)N1[C@H](CN(CC1)CC1=C(C(=CC(=C1)C)NC=1OC(=NN1)C=1N(N=CC1)C)C)C (2S)-4-[[2,5-dimethyl-3-[[5-(2-methylpyrazol-3-yl)-1,3,4-oxadiazol-2-yl]amino]phenyl]methyl]-2-methyl-piperazine-1-carboxylic acid tert-butyl ester